benzoic acid 2-[4-(diethylamino)-2-hydroxybenzoyl]hexyl ester C(C)N(C1=CC(=C(C(=O)C(COC(C2=CC=CC=C2)=O)CCCC)C=C1)O)CC